2-[[(1R,3S)-3-amino-4-hydroxy-1-(5-thiazolyl)butyl]thio]-5-chloro-3-pyridinecarbonitrile N[C@@H](C[C@H](C1=CN=CS1)SC1=NC=C(C=C1C#N)Cl)CO